N-benzyl-4-(p-tolyl)phthalazin-1-amine C(C1=CC=CC=C1)NC1=NN=C(C2=CC=CC=C12)C1=CC=C(C=C1)C